phenylsulfonyl-acetic acid ethyl ester C(C)OC(CS(=O)(=O)C1=CC=CC=C1)=O